C(=C)C=C(Cl)Cl Vinyl-vinylidene chloride